(triisopropyl{silyl}ethynyl)-[4,7'-biquinazolin] C(C)(C)[Si](C#CC1=NC2=CC=CC=C2C(=N1)C1=CC=C2C=NC=NC2=C1)(C(C)C)C(C)C